NCC1CCC(CC1)C(=O)N[C@@H](CC1=CSC2=C1C=CC=C2)C(=O)NCCCC[C@H](NC(N[C@@H](CCC(=O)O)C(=O)O)=O)C(=O)O N6-{N-[(1r,4S)-4-(aminomethyl)cyclohexane-1-carbonyl]-3-(1-benzothiophen-3-yl)-L-alanyl}-N2-{[(1S)-1,3-dicarboxypropyl]carbamoyl}-L-lysine